ClC1=C(C=CC=C1C#C)C(C(=O)O)(F)F 2-(2-chloro-3-ethynyl-phenyl)-2,2-difluoro-acetic acid